Cl.FC1=CC=C(CNC(=O)NC=2OC=CN2)C=C1 1-(4-Fluorobenzyl)-3-(oxazol-2-yl)urea hydrochloride